S1C(=CC2=C1C=CC=C2)C=2C(=NC=CC2)C=2SC1=C(C2)C=CC=C1 bis(2-benzothienyl)pyridine